C(C)(C)(C)C1=CC=C(C=N1)C1CCN(CC1)C(=O)C1CC2(C1)NC(OC2)=O (2s,4s)-2-(4-(6-(tert-butyl)pyridin-3-yl)piperidine-1-carbonyl)-7-oxa-5-azaspiro[3.4]octan-6-one